methyl 6-azabicyclo[3.1.1]heptane-1-carboxylate trifluoroacetate FC(C(=O)O)(F)F.C12(CCCC(N1)C2)C(=O)OC